CC=C(C(=O)NCCNC(C(=C)C)=O)C N,N'-methyl-ethylenebismethacrylamide